tert-butyl 4-(3-bromophenyl)piperidine-1-carboxylate BrC=1C=C(C=CC1)C1CCN(CC1)C(=O)OC(C)(C)C